FC(C=1C=C(CN(C2=CC=3OC(C(=CC3S2)C(=O)O)=O)C)C=C(C1)C(F)(F)F)(F)F 2-((3,5-bis(trifluoromethyl)benzyl)(methyl)amino)-5-oxo-5H-thieno[3,2-b]pyran-6-carboxylic acid